2-[6-(trifluoromethyl)pyridazin-4-yl]-2,8-diazaspiro[4.5]decane hydrochloride Cl.FC(C1=CC(=CN=N1)N1CC2(CC1)CCNCC2)(F)F